Z-hexadecatrienal C(\C=C/C=CC=CCCCCCCCCC)=O